(R)-1-(1-(4-(Difluoromethyl)benzyl)-1H-benzo[d]imidazol-2-yl)piperidin-3-amin FC(C1=CC=C(CN2C(=NC3=C2C=CC=C3)N3C[C@@H](CCC3)N)C=C1)F